1-phenyl-3-(2-pyridyl)-1-propanone C1(=CC=CC=C1)C(CCC1=NC=CC=C1)=O